3-fluoro-5-((3,3,4,4-tetrafluoro-2a-hydroxy-1-methylene-2,2a,3,4-tetrahydro-1H-cyclopenta[cd]inden-7-yl)oxy)benzonitrile FC=1C=C(C#N)C=C(C1)OC1=CC=C2C=3C(CC(C13)=C)(C(C2(F)F)(F)F)O